3'-fluoroacetanilide FC=1C=C(NC(C)=O)C=CC1